6-(pyridazin-4-yl)-1H-pyrazolo[3,4-d]pyrimidin-4(5H)-one N1=NC=C(C=C1)C=1NC(C2=C(N1)NN=C2)=O